O1C=C(C=C1)C=1C=CC2=C(C3NC(N(C(O2)(C3)C)C3=CC(=CC=C3)C(=O)N3CC=2C=CC=NC2CC3)=O)C1 8-(furan-3-yl)-2-methyl-3-(3-(5,6,7,8-tetrahydro-1,6-naphthyridin-6-carbonyl)phenyl)-5,6-dihydro-2H-2,6-methanobenzo[g][1,3,5]oxadiazocin-4(3H)-one